NC1=C2C(=NC=N1)N(N=C2C2=CC=C(C=C2)OC2=CC=CC=C2)[C@H]2[C@H](CN(CC2)CC=2C=C1CN(C(C1=CC2)=O)C2CNCCC2)F 3-(5-(((3S,4R)-4-(4-amino-3-(4-phenoxyphenyl)-1H-pyrazolo[3,4-d]pyrimidin-1-yl)-3-fluoropiperidin-1-yl)methyl)-1-oxoisoindoline-2-yl)piperidine